C(C)(C)(C)OC(=O)N1CCC(CC1)C1=NC2=C(N1)C=CC=C2 4-(1H-benzo[D]imidazol-2-yl)piperidine-1-carboxylic acid tert-butyl ester